C(C)C1(COC1)COCC1(COC1)CC 3-ethyl-3-{[(3-ethyloxetan-3-yl)methoxy]methyl}oxetan